ethyl 2-(6-bromo-7-methyl-4-(trifluoromethyl)-2H-indazol-2-yl)-2-((R)-6-fluoro-3-thioxo-2,5,6,7-tetrahydro-3H-pyrrolo[1,2-c]imidazol-1-yl)acetate BrC=1C=C(C2=CN(N=C2C1C)C(C(=O)OCC)C1=C2N(C(N1)=S)C[C@@H](C2)F)C(F)(F)F